3-bromo-5-nitro-4-(3,4,5-trimethoxyphenylamino)pyridine didocosyl-octanedioate C(CCCCCCCCCCCCCCCCCCCCC)OC(CCCCCCC(=O)OCCCCCCCCCCCCCCCCCCCCCC)=O.BrC=1C=NC=C(C1NC1=CC(=C(C(=C1)OC)OC)OC)[N+](=O)[O-]